CC=1C=C(C=C2CN(C(C12)=O)C1C(NC(CC1)=O)=O)C1NCCCC1 3-(7-Methyl-1-oxo-5-(piperidin-2-yl)isoindolin-2-yl)piperidine-2,6-dione